benzyl (2S)-3-[3-fluoro-4-(oxacyclohex-4-yl) phenyl]-2-hydroxypropionate FC=1C=C(C=CC1C1CCOCC1)C[C@@H](C(=O)OCC1=CC=CC=C1)O